(6-(1,3,4-thiadiazol-2-yl)pyrazin-2-yl)((1R,5S,6r)-6-(((6-(trifluoromethyl)pyridin-2-yl)oxy)methyl)-3-azabicyclo[3.1.0]hexan-3-yl)methanone S1C(=NN=C1)C1=CN=CC(=N1)C(=O)N1C[C@H]2C([C@H]2C1)COC1=NC(=CC=C1)C(F)(F)F